C(#N)N=C(N[C@@H](C)C1=CC=CC=C1)NC1=C2C=CC=NC2=CC=C1 2-cyano-1-[(1S)-1-phenylethyl]-3-quinolin-5-ylguanidine